5'-(3-((tert-butyl-dimethylsilyl)oxy)prop-1-en-2-yl)-6-methoxy-5-propoxy-3,3'-bipyridine [Si](C)(C)(C(C)(C)C)OCC(=C)C=1C=C(C=NC1)C=1C=NC(=C(C1)OCCC)OC